N-(5-((6-((S)-3-benzylisoxazolidine-2-yl)pyrimidine-4-yl)amino)-2-((2-(dimethylamino)ethyl)(methyl)amino)-4-methoxyphenyl)acrylamide C(C1=CC=CC=C1)[C@@H]1N(OCC1)C1=CC(=NC=N1)NC=1C(=CC(=C(C1)NC(C=C)=O)N(C)CCN(C)C)OC